5-bromo-2-(6-chloro-3-hydroxy-2-oxoindolin-3-yl)-1-isopropyl-1H-pyrrole-3-carboxylic acid methyl ester COC(=O)C1=C(N(C(=C1)Br)C(C)C)C1(C(NC2=CC(=CC=C12)Cl)=O)O